tert-butyl (3-((1-(2-methoxy-4-(methylsulfonamido)phenyl)-6-(pyrazolo[1,5-a]pyrimidin-3-yl)-1H-pyrazolo[4,3-c]pyridin-3-yl)amino)propyl)carbamate COC1=C(C=CC(=C1)NS(=O)(=O)C)N1N=C(C=2C=NC(=CC21)C=2C=NN1C2N=CC=C1)NCCCNC(OC(C)(C)C)=O